CC1=CC=C(C=C1)S(=O)(=O)N1CC2=CC=CC=C2C[C@H]1CC(C(=O)OC(C)(C)C)C(=O)N1CCOCC1 tert-Butyl 2-({(3R)-2-[(4-methylphenyl)sulphonyl]-1,2,3,4-tetrahydroisoquinolin-3-yl}methyl)-3-(morpholin-4-yl)-3-oxopropanoate